3-ethyl-1,6-hexanediamine C(C)C(CCN)CCCN